C(C=C)(=O)NC(C)S(=O)(=O)O acryloylaminoethanesulfonic acid